C(CC(C)C)OC(C=CC1=CC=C(C=C1)OC)=O p-methoxycinnamic acid isopentyl ester